(Z)-4,4,5,5-tetramethyl-2-(pent-2-en-2-yl)-1,3,2-dioxaborolane CC1(OB(OC1(C)C)/C(/C)=C/CC)C